NC1CN(CC1OC(C)C)C1=NC=2CCC(CC2C=C1)NC(=O)C1=CC2=C(N=N1)N(C=C2Cl)CC N-{2-[3-amino-4-(propan-2-yloxy)pyrrolidin-1-yl]-5,6,7,8-tetrahydroquinolin-6-yl}-5-chloro-7-ethyl-7H-pyrrolo[2,3-c]pyridazine-3-carboxamide